(S)-4-(5-(3-((2-((S)-3-carboxybutanoyl)-6-methoxybenzo[b]thiophen-5-yl)oxy)propoxy)-6-vinyl-isoindolin-2-yl)-2-methyl-4-oxobutanoic acid C(=O)(O)[C@H](CC(=O)C1=CC2=C(S1)C=C(C(=C2)OCCCOC=2C=C1CN(CC1=CC2C=C)C(C[C@@H](C(=O)O)C)=O)OC)C